FC=1C=C2C(=C(NC2=C(C1)F)C1=NC=C(C=C1)C(F)(F)F)C(=O)OC methyl 5,7-difluoro-2-[5-(trifluoromethyl)pyridin-2-yl]-1H-indole-3-carboxylate